4-(bis(4-(pyridin-4-yl)phenyl)amino)benzaldehyde N1=CC=C(C=C1)C1=CC=C(C=C1)N(C1=CC=C(C=O)C=C1)C1=CC=C(C=C1)C1=CC=NC=C1